C(C)(C)(C)OC(=O)N1CCN(CC1)C1=C(CN(S(=O)(=O)C2=CC3=C(SC(=C3C)C(=O)O)C=C2)CCC2=CC=CC=C2)C=CC=C1 5-(N-(2-(4-(tert-Butoxycarbonyl)piperazin-1-yl)benzyl)-N-phenethylsulfamoyl)-3-methylbenzo[b]thiophene-2-carboxylic acid